FC1(OC2=C(O1)C=CC(=C2)[C@H](C)NC=2C=C(C=CC2F)N2N=C(C=1CCCC(C21)O)C(F)(F)F)F 1-[3-[[(1S)-1-(2,2-difluoro-1,3-benzodioxol-5-yl)ethyl]amino]-4-fluoro-phenyl]-3-(trifluoromethyl)-4,5,6,7-tetrahydroindazol-7-ol